C(C1=CC=CC=C1)(=O)NC1=CC=C2C(=N1)C(=CN2)C2CCN(CC2)C(C)C 5-benzoylamino-3-(1-isopropylpiperidin-4-yl)pyrrolo-[3,2-b]pyridine